N1C(=CC=2C=NC=CC21)CNC(CN2C(=NC=C(C2=O)N[C@H](C)C2=CC1=C(OC3=C1C=CC=C3)C=C2)C2=CC=C(C=C2)OCCCCCCCN)=O (R)-N-((1H-Pyrrolo[3,2-c]pyridine-2-yl)methyl)-2-(2-(4-((7-aminoheptyl)oxy)phenyl)-5-((1-(dibenzo[b,d]furan-2-yl)ethyl)amino)-6-oxopyrimidin-1(6H)-yl)acetamide